C(CCCCCCCCCCCCCCCCC)(=O)OC[C@@H](OC(CCCCCCCCCCCCCCCCC)=O)COP(=O)(O)OCCN 1,2-dioctadecanoyl-sn-glycero-3-phosphoethanolamine